FC(COCC1=CC=C(C=C1)OC)=C 1-(((2-fluoroallyl)oxy)methyl)-4-methoxybenzene